N(=[N+]=[N-])CCC[C@H](C)C1=CC=CC=C1 (S)-(5-azidopent-2-yl)benzene